3-((tert-butoxycarbonyl)amino)isoquinoline-6-carboxylic acid C(C)(C)(C)OC(=O)NC=1N=CC2=CC=C(C=C2C1)C(=O)O